FC1=C(CN2[C@@H](CCC2=O)CC(=O)N[C@H]([C@H](OC)C)C(=O)NCC(=O)OC)C=CC=C1F Methyl N-(2-((S)-1-(2,3-difluorobenzyl)-5-oxopyrrolidin-2-yl)acetyl)-O-methyl-D-allothreonylglycinate